FC=1C=C(C#N)C=C(C1)CO[C@@H](CCCCCCCCCCCCCCCCC(F)(F)F)COC(C1=CC=CC=C1)(C1=CC=CC=C1)C1=CC=CC=C1 3-fluoro-5-[[(1S)-18,18,18-trifluoro-1-(trityloxymethyl)octadecoxy]methyl]benzonitrile